NC1=NC=2C=C(C=CC2C2=C1N=C(N2CC2=CC=C(C=C2)CN2CCOCC2)CCCC)CC(=O)OC Methyl 2-{4-amino-2-butyl-1-[4-(morpholinomethyl)benzyl]-1H-imidazo[4,5-c]quinolin-7-yl}acetate